CC1=CC(=CC(=C1)Br)C 2,6-dimethyl-4-bromobenzene